C(CCCCCCCCCCCCCCCCC)OC=1C=C(C=C(C1)OCCCCCCCCCCCCC)CO (3-(Octadecyloxy)-5-(tridecyloxy)phenyl)methanol